CC1=NC=C(N=C1)C=CC 2-methyl-5-propenylpyrazine